6-chloro-4-((2S,5R)-2,5-dimethylpiperazin-1-yl)-7-(2-fluorophenyl)-2-oxopyrido[2,3-d]pyrimidin ClC1=CC2=C(NC(N=C2N2[C@H](CN[C@@H](C2)C)C)=O)N=C1C1=C(C=CC=C1)F